BrC1=C(C=CC=C1)SCC(=C(F)F)C1=CC(=C(C=C1C)N=CN(C)C)Cl N'-(4-(3-((2-bromophenyl)thio)-1,1-difluoroprop-1-en-2-yl)-2-chloro-5-methylphenyl)-N,N-dimethylformimidamide